(6-(2,6-dioxopiperidin-3-yl)-4-fluoropyridin-3-yl)methyl methanesulfonate CS(=O)(=O)OCC=1C=NC(=CC1F)C1C(NC(CC1)=O)=O